1-(3,4-Dimethoxyphenyl)-6,7-dimethoxy-3,4-dihydroisoquinoline COC=1C=C(C=CC1OC)C1=NCCC2=CC(=C(C=C12)OC)OC